N-(2-chloro-5-ethylphenyl)acetamide ClC1=C(C=C(C=C1)CC)NC(C)=O